C(=C)NC1=NC=CC=N1 N-vinyl-pyrimidineamine